tert-butyl (1S,4S)-5-{7-bromo-6-iodo-2-[(2S)-2-methoxypropoxy]-8-[(1S)-1-phenylethoxy]quinolin-4-yl}-2,5-diazabicyclo[2.2.1]heptane-2-carboxylate BrC1=C(C=C2C(=CC(=NC2=C1O[C@@H](C)C1=CC=CC=C1)OC[C@H](C)OC)N1[C@@H]2CN([C@H](C1)C2)C(=O)OC(C)(C)C)I